n-(4-Aminophenyl)-N,4-dimethyl-1-piperazineacetamide CN1CCN(CC1)CC(=O)N(C)C2=CC=C(C=C2)N